ClC1=CC(=C(C=2CCOC21)N2C=NC=C2)N 7-Chloro-4-(1H-imidazol-1-yl)-2,3-dihydrobenzofuran-5-amine